C(C)OCOC1=C(C(=CC(=C1)C(F)(F)F)F)I 1-(Ethoxymethoxy)-3-fluoro-2-iodo-5-(trifluoromethyl)benzene